Pentaerythritol tetrakis(di-tert-butyl hydroxy oxycinnamate) C(C)(C)(C)C1=C(C(=C(C(=O)OCC(COC(C(=C(C2=C(C=CC=C2)C(C)(C)C)C(C)(C)C)OO)=O)(COC(C(=C(C2=C(C=CC=C2)C(C)(C)C)C(C)(C)C)OO)=O)COC(C(=C(C2=C(C=CC=C2)C(C)(C)C)C(C)(C)C)OO)=O)OO)C(C)(C)C)C=CC=C1